NC(CN1CCC(CC1)C=1C=C2C(=C(N(C2=CC1)C(=O)OC[C@H]1N(CCCC1)C(=O)OC(C)(C)C)C=1C(=C(C=2N(C1)N=CN2)C)C)C(C)C)=O (S)-(1-(tert-butoxycarbonyl)piperidin-2-yl)methyl 5-(1-(2-amino-2-oxoethyl)piperidin-4-yl)-2-(7,8-dimethyl-[1,2,4]triazolo[1,5-a]pyridin-6-yl)-3-isopropyl-1H-indole-1-carboxylate